Octadeca-9,12-Dienoic acid C(CCCCCCCC=CCC=CCCCCC)(=O)O